C([C@H]([C@H]([C@@H]([C@H]([C@H](C(=O)[O-])O)O)O)O)O)O.C([C@H]([C@H]([C@@H]([C@H]([C@H](C(=O)[O-])O)O)O)O)O)O.[Fe+2] ferrous gluceptate